bis(1,2,2,6,6-pentamethyl-4-piperidyl) decandioAte C(CCCCCCCCC(=O)OC1CC(N(C(C1)(C)C)C)(C)C)(=O)OC1CC(N(C(C1)(C)C)C)(C)C